ClC1=CC(=C(S1)C1=CC=C(C(=N1)C)O[C@@H]1C[C@H](CCC1)C(=O)[O-])COC(N(C)CCCCF)=O (1S,3S)-3-((6-(5-chloro-3-((((4-fluorobutyl)(methyl)carbamoyl)oxy)methyl)thiophen-2-yl)-2-methylpyridin-3-yl)oxy)cyclohexane-1-carboxylate